tert-butyl 4-[2-(2,6-dioxopiperidin-3-yl)-1-oxo-3H-isoindol-5-yl]piperidine-1-carboxylate O=C1NC(CCC1N1C(C2=CC=C(C=C2C1)C1CCN(CC1)C(=O)OC(C)(C)C)=O)=O